3-(5-ethoxy-7-methyl-4-oxo-3,4-dihydroquinazolin-2-yl)-(phenoxy)acetamide C(C)OC1=C2C(NC(=NC2=CC(=C1)C)C=1C=C(OCC(=O)N)C=CC1)=O